[4-(6-Aminopyridazin-3-yl)-piperidin-1-yl]-[5-(3-fluoro-phenyl)-4-methoxy-pyridin-2-yl]-methanon NC1=CC=C(N=N1)C1CCN(CC1)C(=O)C1=NC=C(C(=C1)OC)C1=CC(=CC=C1)F